S(O)(O)(=O)=O.FC1=C(C=C(C=C1)F)[C@H]1N(CCC1)C1=NC=2N(C=C1)N=CC2NC(=O)N2C[C@H](CC2)O (S)-N-(5-((S)-2-(2,5-difluorophenyl)-pyrrolidin-1-yl)-pyrazolo[1,5-a]pyrimidin-3-yl)-3-hydroxypyrrolidine-1-carboxamide bisulphate